platinum-ditelluride [Pt](=[Te])=[Te]